3-(8-bromo-2,2-dimethyl-2H-chromen-6-yl)-1-[4-(4-hydroxyphenyl)piperazin-1-yl]prop-2-en-1-one BrC=1C=C(C=C2C=CC(OC12)(C)C)C=CC(=O)N1CCN(CC1)C1=CC=C(C=C1)O